O(C)C1=NNC=C1 methoxyl-pyrazole